[Cl-].[NH4+] ammonium chlorid